[Si](C1=CC=CC=C1)(C1=CC=CC=C1)(C(C)(C)C)OC[C@H]1CN(CCN1)C=1N=CC2=C(N1)CCN(C2)C(=O)OC(C)(C)C tert-butyl (R)-2-(3-(((tert-butyldiphenylsilyl) oxy)-methyl) piperazin-1-yl)-7,8-dihydropyrido[4,3-d]pyrimidine-6(5H)-carboxylate